FCCCCCC(=O)NCCC(CCC)O 6-fluoro-N-(3-hydroxyhexyl)hexanamide